C(#N)C1=CC=C(C=C1)N1N=C(N=C1)C1=CC(=C(C=C1)NC(=O)\N=C\1/SCC(N1C1=C(C=CC(=C1)C)C(C)C)=O)F (Z)-1-(4-(1-(4-cyanophenyl)-1H-1,2,4-triazol-3-yl)-2-fluorophenyl)-3-(3-(2-isopropyl-5-methylphenyl)-4-oxothiazolidin-2-ylidene)urea